4-(6-((2,6-dimethylpyrimidin-4-yl)amino)-3-oxo-2,3-dihydro-1H-pyrazolo[4,3-c]pyridin-1-yl)benzamide CC1=NC(=CC(=N1)NC1=CC2=C(C=N1)C(NN2C2=CC=C(C(=O)N)C=C2)=O)C